2-(3-(((1-(acryloyloxy)-3-phenoxypropane-2-yloxy) carbonylamino) methyl) benzylcarbamoyloxy)-3-phenoxypropyl methacrylate C(C(=C)C)(=O)OCC(COC1=CC=CC=C1)OC(NCC1=CC(=CC=C1)CNC(=O)OC(COC(C=C)=O)COC1=CC=CC=C1)=O